[N-](S(=O)(=O)C(F)(F)F)S(=O)(=O)C(F)(F)F.C(C=C)N1CN(C=C1)C 1-allyl-3-methylimidazol bis(trifluoromethanesulfonyl)imide salt